FC1(CC1)C(=O)N[C@H](C(=O)N1[C@@H](C[C@H](C1)O)C(=O)NCC1=C(C=C(C=C1)C1=C(N=CS1)C)OCC=O)C(C)(C)C (2S,4R)-1-((S)-2-(1-fluorocyclopropanecarboxamido)-3,3-dimethylbutanoyl)-4-hydroxy-N-(4-(4-methylthiazol-5-yl)-2-(2-oxoethoxy)benzyl)pyrrolidine-2-carboxamide